(R)-7-(2-aminopropyl)-3-trityl-benzo[d]oxazol-2(3H)-one N[C@@H](CC1=CC=CC=2N(C(OC21)=O)C(C2=CC=CC=C2)(C2=CC=CC=C2)C2=CC=CC=C2)C